OCC[C@@H](C1=NC=CC=C1)NC(=O)C1=CC2=CC3=CC4=CC=CC=C4C=C3C(=C2C=C1)C1=CC=C(C=C1)C(F)(F)F (S)-N-(3-hydroxy-1-(pyridin-2-yl)propyl)-5-(4-(trifluoromethyl)phenyl)-2-naphthacenecarboxamide